N1(C=NC=C1)C=1N=C(C2=C(N1)C=CN2)C(=O)NC2=CC=NC=C2 2-(1H-imidazol-1-yl)-N-(pyridin-4-yl)-5H-pyrrolo[3,2-d]pyrimidine-4-carboxamide